ethyl 4-[[(2R)-2-[[4-(2-chloro-4-fluoro-phenyl)-7-quinolyl]oxy]propanoyl]amino]benzoate ClC1=C(C=CC(=C1)F)C1=CC=NC2=CC(=CC=C12)O[C@@H](C(=O)NC1=CC=C(C(=O)OCC)C=C1)C